Cl.COC1=CC2=CC3=C(C(OC3)=O)C(=C2C=C1OC)C=1C=NC(=NC1)N1[C@H](CCC1)COC (R)-6,7-dimethoxy-9-(2-(2-(methoxymethyl)pyrrolidin-1-yl)pyrimidin-5-yl)naphtho[2,3-c]furan-1(3H)-one hydrochloride